OCC1CN(CC1)C=1OC(=C(N1)C(=O)O)C 2-(3-(hydroxymethyl)pyrrolidin-1-yl)-5-methyl-oxazole-4-carboxylic acid